(Z)-3-((E)-4-aminobut-2-en-1-yl)-4-(3,3-dimethoxypropoxy)-2-((4-ethyl-2-methylthiazole-5-carbonyl)imino)-2,3-dihydrobenzo[d]thiazole-6-carboxamide NC/C=C/CN1/C(/SC2=C1C(=CC(=C2)C(=O)N)OCCC(OC)OC)=N/C(=O)C2=C(N=C(S2)C)CC